2-(5-bromo-1H-indol-3-yl)acetic acid BrC=1C=C2C(=CNC2=CC1)CC(=O)O